FC1=C2C=CC=CC2=C(C(=C1F)F)OC([2H])([2H])[2H] 5,6,7-trifluoro-8-(methoxy-d3)naphthalen